C1(=CC=CC=C1)NC(C1=NC(=CC=C1)N1C=NN=C1)=O N-phenyl-6-(4H-1,2,4-triazol-4-yl)picolinamide